BrC1=C(C=C(C=C1)Br)C#C 2,5-dibromophenylacetylene